4,4'-[(3-hydroxyphenyl)methylene]bis(2-cyclohexyl-5-methylphenol) OC=1C=C(C=CC1)C(C1=CC(=C(C=C1C)O)C1CCCCC1)C1=CC(=C(C=C1C)O)C1CCCCC1